C(C)(C)(C)OC(=O)NCC=1N=C2N(C=C(C=C2CC(=O)OCC)C2CC2)C1 ethyl 2-(2-(((tert-butoxycarbonyl)amino)methyl)-6-cyclopropylimidazo[1,2-a]pyridin-8-yl)acetate